4-(4-(3-(1,3-dioxoisoquinolin-2-yl)propyl)-1,4-diazepan-1-yl)-6,7-dimethoxyquinoline-3-carbonitrile O=C1N(C(CC2=CC=CC=C12)=O)CCCN1CCN(CCC1)C1=C(C=NC2=CC(=C(C=C12)OC)OC)C#N